(1-methylindol-3-yl)acetamide CN1C=C(C2=CC=CC=C12)CC(=O)N